N,N-dimethylbenzoylacetamide CN(C(CC(C1=CC=CC=C1)=O)=O)C